C(C1=CC=CC=C1)OC(C1=C(C=C(C(=C1)C(=C)C)OCC1=CC=CC=C1)OCC1=CC=CC=C1)=O.CC1(OC2=C(OC1)C=CC(=C2)C=2C=C1CCN(C(C1=CC2)=O)C=2C=CC(=C(C2)NS(=O)(=O)C)O)C N-(5-(6-(3,3-dimethyl-2,3-dihydrobenzo[b][1,4]dioxin-6-yl)-1-oxo-3,4-dihydroisoquinolin-2(1H)-yl)-2-hydroxyphenyl)methanesulfonamide benzyl-2,4-bis(benzyloxy)-5-isopropenyl-benzoate